(2-(4-methoxybenzenesulfonyloxy)ethyl)(trifluoromethanesulfonyl)amide COC1=CC=C(C=C1)S(=O)(=O)OCC[N-]S(=O)(=O)C(F)(F)F